racemic-naringenin O1[C@@H](CC(=O)C=2C(O)=CC(O)=CC12)C1=CC=C(O)C=C1 |r|